N-{1-Cyclooctyl-2-oxo-2-[(2-oxospiro[1H-indole-3,4'-oxane]-6-yl)amino]ethyl}-4-methylpyrimidine-5-carboxamide C1(CCCCCCC1)C(C(NC1=CC=C2C(=C1)NC(C21CCOCC1)=O)=O)NC(=O)C=1C(=NC=NC1)C